(R)-1'-(5-(5-(1-(3,5-dichloropyridin-4-yl)ethoxy)-1H-indazol-3-yl)-3-fluoropyridin-2-yl)-3,3'-dimethyl-[1,3'-biazetidin]-3-ol ClC=1C=NC=C(C1[C@@H](C)OC=1C=C2C(=NNC2=CC1)C=1C=C(C(=NC1)N1CC(C1)(N1CC(C1)(O)C)C)F)Cl